Cl.Cl.NCC(O)C=1C=NC=CC1 2-amino-1-(pyridin-3-yl)ethan-1-ol dihydrochloride